(trans)-2-((2-((7-chloro-1-hydroxy-1,3-dihydrobenzo[c][1,2]oxaborol-5-yl)amino)-5-(trifluoromethyl)pyrimidin-4-yl)amino)cyclohexanecarbonitrile ClC1=CC(=CC2=C1B(OC2)O)NC2=NC=C(C(=N2)N[C@H]2[C@@H](CCCC2)C#N)C(F)(F)F